3-morpholinopropyl ((((2R,3S,4R,5S)-5-(4-aminopyrrolo[2,1-f][1,2,4]triazin-7-yl)-2-cyano-3,4-dihydroxytetrahydrofuran-2-yl)methoxy)(phenoxy)phosphoryl)-L-alaninate NC1=NC=NN2C1=CC=C2[C@H]2[C@@H]([C@@H]([C@@](O2)(C#N)COP(=O)(OC2=CC=CC=C2)N[C@@H](C)C(=O)OCCCN2CCOCC2)O)O